2-(3,5-difluorophenyl)-6-methoxy-2,3,4,5-tetrahydropyridine FC=1C=C(C=C(C1)F)C1N=C(CCC1)OC